1-benzyl-4-(methoxycarbonyl)pyrrolidine-3-carboxylic acid C(C1=CC=CC=C1)N1CC(C(C1)C(=O)OC)C(=O)O